C(C(C)(C)C)(=O)N1CC(CC1)NC(=O)NC1=CC=C(C=C1)OC(F)(F)F 1-(1-pivaloylpyrrolidin-3-yl)-3-(4-(trifluoromethoxy)phenyl)urea